tert-butyl O2-methyl (2R,3S)-3-(pyrrolidine-1-carbonyl)piperidine-1,2-dicarboxylate N1(CCCC1)C(=O)[C@@H]1[C@@H](N(CCC1)C(=O)OC(C)(C)C)C(=O)OC